FC1=CC=C(C=N1)C1=NC=NC(=C1C)N1CCC(CC1)OC=1C=NC(=CC1)OC 4-(6-fluoropyridin-3-yl)-6-(4-((6-methoxypyridin-3-yl)oxy)piperidin-1-yl)-5-methylpyrimidine